2-carboxy-5-aminonaphthalene C(=O)(O)C1=CC2=CC=CC(=C2C=C1)N